2-chloro-N4-Cyclopentyl-pyrimidine-4,5-diamine ClC1=NC=C(C(=N1)NC1CCCC1)N